C(C)(C)(C)C1=C(C(=CC(=C1)CC)C(C)(C)C)O 2,6-Di-tert-butylhydroxy-4-ethylbenzene